FC1=C2C(NC(=NC2=CC(=C1)OCC1CCN(CC1)CC#C)CSC1CCOCC1)=O 5-fluoro-7-((1-(prop-2-yn-1-yl)piperidin-4-yl)methoxy)-2-(((tetrahydro-2H-pyran-4-yl)thio)methyl)quinazolin-4(3H)-one